2'-[(6-methylpyridin-3-yl)methyl]-8'-(trifluoromethyl)-2',5'-dihydrospiro[cyclopropane-1,4'-furo[2,3-g]indazole]-7'-carboxylic acid CC1=CC=C(C=N1)CN1N=C2C3=C(CC4(C2=C1)CC4)OC(=C3C(F)(F)F)C(=O)O